pyridoxamine-HCl Cl.N1=C(C)C(O)=C(CN)C(CO)=C1